1-(4-trifluoromethyl-pyrimidin-2-yl)piperazine FC(C1=NC(=NC=C1)N1CCNCC1)(F)F